4-chloro-N-(2-methyl-3-nitrophenyl)-3-(N-phenylsulfamoyl)benzamide ClC1=C(C=C(C(=O)NC2=C(C(=CC=C2)[N+](=O)[O-])C)C=C1)S(NC1=CC=CC=C1)(=O)=O